C(C)(=O)O[C@@H]1[C@H](C(O)O[C@@H]([C@H]1OC(C)=O)COC(C)=O)NC(CCC)=O 3,4,6-tri-O-acetyl-2-N-butyryl-D-glucosamine